6-(4-fluorophenyl)-4-hydroxy-N-((1s,4s)-4-methylcyclohexyl)-1-(2-morpholinoethyl)-2-oxo-1,2-dihydro-1,8-naphthyridine-3-carboxamide FC1=CC=C(C=C1)C=1C=C2C(=C(C(N(C2=NC1)CCN1CCOCC1)=O)C(=O)NC1CCC(CC1)C)O